[N+](=O)([O-])C1=CC=C(C=C1)S(=O)(=O)NC([C@H](CC1=CC=C(C=C1)Br)NC(CN1C(SC(C1=O)=CC1=CC=C(C=C1)C1=CC=C(C=C1)C)=O)=O)=O (S)-N-(4-Nitrobenzenesulfonyl)-2-(2-(5-((4'-methyl-[1,1'-biphenyl]-4-yl)methylene)-thiazolidine-2,4-dione-3-yl)acetamido)-3-(4-bromophenyl)propionamide